tert-Butyl 3-(5-(2-hydroxypropan-2-yl)-7-(thiazol-2-yl)-4-(trifluoromethoxy)benzo[d]oxazol-2-yl)-3,9-diazabicyclo[3.3.1]nonane-9-carboxylate OC(C)(C)C=1C=C(C2=C(N=C(O2)N2CC3CCCC(C2)N3C(=O)OC(C)(C)C)C1OC(F)(F)F)C=1SC=CN1